C(C)(=O)C=1C=C(C=CC1F)C=1C=C2C(=NC1)C=NN2CC(=O)N2CCC2 2-[6-(3-Acetyl-4-fluoro-phenyl)pyrazolo[4,3-b]pyridin-1-yl]-1-(azetidin-1-yl)ethanone